8-((4-(4-isopropylphenyl)pyridin-2-yl)methyl)-1,4-dioxa-8-azaspiro[4.5]decane C(C)(C)C1=CC=C(C=C1)C1=CC(=NC=C1)CN1CCC2(OCCO2)CC1